ClC1=CC=2C(C=N1)=CN(N2)C2CCC(CC2)CNC(OC(C)(C)C)=O tert-butyl {[(1r,4r)-4-(6-chloro-2H-pyrazolo[4,3-c]pyridin-2-yl)cyclohexyl]methyl}carbamate